C(C)(C)(C)OC(=O)N[C@H](C(=O)O)CNC(CC1=CC=C(C=C1)OCC1=CC=CC2=CC=CC=C12)=O (S)-2-((tert-Butoxycarbonyl)amino)-3-(2-(4-(naphthalen-1-ylmethoxy)phenyl)acetamido)-propionic acid